FC1(CCC(CC1)(C1=CC(=C(C=C1)OCF)F)C(=O)N1[C@H](C[C@H](C1)F)C(=O)NC1=CC=C2C(=N1)C=NN2C(=O)OC(C)(C)C)F tert-Butyl 5-{[(4R)-1-({4,4-difluoro-1-[3-fluoro-4-(fluoromethoxy)phenyl]cyclohexyl}carbonyl)-4-fluoro-D-prolyl]amino}-1H-pyrazolo[4,3-b]pyridine-1-carboxylate